oxetane-2-carboxamide O1C(CC1)C(=O)N